CC(C)(C)C1=NOC(=N1)C(CN1C(O[C@]2(C1)C[C@H](CCC2)CN2C=NC1=C2C=C(C=C1)C#N)=O)(C)C 1-[((5s,7s)-3-{2-[3-(1,1-dimethylethyl)-1,2,4-oxadiazol-5-yl]-2-methylpropyl}-2-oxo-1-oxa-3-azaspiro[4.5]decan-7-yl)methyl]-1H-benzimidazole-6-carbonitrile